FC(OC1=CC=C(C=N1)S(=O)(=O)Cl)(F)F 6-(trifluoromethoxy)pyridine-3-sulfonyl chloride